ClC1=C(C(=CC=C1)O)[B-](F)(F)F.[K+].ClC1=C(C(=O)NC2CCCC2)C=CC(=C1)CNC1=NC=NC2=C1SC=1N=NC(=C(C12)C)C 2-chloro-N-cyclopentyl-4-[[(3,4-dimethylpyrimido[4',5':4,5]thieno[2,3-c]pyridazin-8-yl)amino]methyl]benzamide Potassium (2-chloro-6-hydroxyphenyl)trifluoroborate